C(C)OC1CC2C(CC2C(CCC=C1C)=C)(C)C 3-ethoxy-4,11,11-trimethyl-8-methylenebicyclo[7.2.0]undec-4-ene